3,5-difluoro-mandelic acid amide FC=1C=C(C(C(=O)N)O)C=C(C1)F